6-(4-fluorophenyl)-7-((4-methylthiazol-2-yl)methoxy)-[1,2,4]triazolo[4,3-a]pyridin-3(2H)-one FC1=CC=C(C=C1)C=1C(=CC=2N(C1)C(NN2)=O)OCC=2SC=C(N2)C